guanine tri-phosphate P(=O)(O)(O)O.P(=O)(O)(O)O.P(=O)(O)(O)O.N1C(N)=NC=2N=CNC2C1=O